7-chloro-3-(6-methyl-5-(pyrrolidin-3-yloxy)pyrazin-2-yl)-1H-indazole ClC=1C=CC=C2C(=NNC12)C1=NC(=C(N=C1)OC1CNCC1)C